1-[bis[2-hydroxy-3-[4,7,10-tris(carboxymethyl)-1,4,7,10-tetraazacyclododec-1-yl]propyl]amino]-1-deoxy-D-glucitol OC(CN(C[C@H](O)[C@@H](O)[C@H](O)[C@H](O)CO)CC(CN1CCN(CCN(CCN(CC1)CC(=O)O)CC(=O)O)CC(=O)O)O)CN1CCN(CCN(CCN(CC1)CC(=O)O)CC(=O)O)CC(=O)O